N-((R,E)-4-(Methylsulfonyl)but-3-en-2-yl)-5-(2-(2-(trifluoromethoxy)phenyl)pyrrolidin-1-yl)pyrazine-2-carboxamide CS(=O)(=O)/C=C/[C@@H](C)NC(=O)C1=NC=C(N=C1)N1C(CCC1)C1=C(C=CC=C1)OC(F)(F)F